benzo[b]naphtho[2,1-d]furan-4-amine C1=CC=C(C=2C=CC=3C4=C(OC3C12)C=CC=C4)N